FC1=CC=C(C=C1)C(=O)N1CC2=C(CC1)SC(=C2)C2=NOC(=N2)C(F)(F)F (4-fluorophenyl)(2-(5-(trifluoromethyl)-1,2,4-oxadiazol-3-yl)-6,7-dihydrothieno[3,2-c]pyridin-5(4H)-yl)methanone